CC=1C=C(C=CC1C)C1=CC=CC=C1 3,4-dimethylbiphenyl